C(C)(C)(C)OC(=O)N=S(=O)(CC)C=1C=CC(=C(C1)C=1N(C2=CC=CC=C2C1)C(=O)OC(C)(C)C)N1CC(C1)(C#N)C#N tert-butyl 2-(5-(N-(tert-butoxycarbonyl) ethylsulfonimidoyl)-2-(3,3-dicyanoazetidin-1-yl) phenyl)-1H-indole-1-carboxylate